NC/C(/CN1N=CN(C1=O)C1=NC=C(N=C1)C1=CC=C2C=NNC2=C1)=C\F 2-[(2E)-2-(aminomethyl)-3-fluoroprop-2-en-1-yl]-4-[5-(1H-indazol-6-yl)pyrazin-2-yl]-2,4-dihydro-3H-1,2,4-triazol-3-one